magnesium β-hydroxypentanoate salt OC(CC(=O)[O-])CC.[Mg+2].OC(CC(=O)[O-])CC